FC1(CCN(CC1)C=1C=2N(C=C(N1)NC(C1=C(C=C(C=C1)NS(=O)(=O)CCO)N1CCC3(CC3)CC1)=O)C=CN2)F N-(8-(4,4-difluoropiperidin-1-yl)imidazo[1,2-a]pyrazin-6-yl)-4-((2-hydroxyethyl)sulfonylamino)-2-(6-azaspiro[2.5]octane-6-yl)benzamide